4-hydroxy-N-(3'-((3-(((R)-3-hydroxypyrrolidin-1-yl)methyl)-1,7-naphthyridin-8-yl)amino)-2,2'-dimethyl-[1,1'-biphenyl]-3-yl)-4,5,6,7-tetrahydropyrazolo[1,5-a]pyridine-2-carboxamide OC1C=2N(CCC1)N=C(C2)C(=O)NC=2C(=C(C=CC2)C2=C(C(=CC=C2)NC=2N=CC=C1C=C(C=NC21)CN2C[C@@H](CC2)O)C)C